NC=1C=2N(C3=CC(=CC=C3N1)C1(N(CCCC1)C=O)C=1C=C3C(=NC1)N(N=C3)C)C=NC2 (4-aminoimidazo[1,5-a]quinoxalin-8-yl)2-(1-methylpyrazolo[3,4-b]pyridin-5-yl)piperidin-1-methanone